N-[5-(2-chloro-5-cyanophenyl)-1H-indazol-3-yl]-3-[(2-fluoroethyl)amino]cyclobutanecarboxamide hydrochloride Cl.ClC1=C(C=C(C=C1)C#N)C=1C=C2C(=NNC2=CC1)NC(=O)C1CC(C1)NCCF